2-(2,5-dimethyl-1H-pyrrol-1-yl)-6-(1-methyl-4-(methyl-d3)-1H-pyrazol-5-yl)thiazolo[4,5-c]pyridine CC=1N(C(=CC1)C)C=1SC2=C(C=NC(=C2)C2=C(C=NN2C)C([2H])([2H])[2H])N1